C(C)OC(=O)C1OC1C=1C=NC=CC1 3-(pyridin-3-yl)oxirane-2-carboxylic acid ethyl ester